bis(hydroxymethyl)-tricyclo-[5.2.1.02,6]decane OCC12C3(CCC(C2CCC1)C3)CO